3-amino-N-{4-[(3S,5R)-3-amino-5-methylpiperidin-1-yl]-2,3-dihydrofuro[2,3-b]pyridin-5-yl}-6-(2,6-difluorophenyl)-5-fluoropyridine-2-carboxamide NC=1C(=NC(=C(C1)F)C1=C(C=CC=C1F)F)C(=O)NC=1C(=C2C(=NC1)OCC2)N2C[C@H](C[C@H](C2)C)N